NCCCCCCC(C)O[Si](OCC)(OCC)CN aminohexyl-aminomethyl-triethoxysilane